C(C1=CC=CC=C1)OC1=NC(=CC=C1NC1=C(C(=CC=C1)N1CCC(CC1)C(OC)OC)[N+](=O)[O-])OCC1=CC=CC=C1 2,6-bis(benzyloxy)-N-(3-(4-(dimethoxymethyl)piperidin-1-yl)-2-nitrophenyl)pyridin-3-amine